BrCC(=C)C=C 2-bromomethyl-1,3-butadiene